ClC=1C(=C(C=CC1)O)C(F)(F)F 3-chloro-2-(trifluoromethyl)phenol